4-(3,4-dimethoxybenzyl)-5-methyldihydrofuran-2(3H)-one COC=1C=C(CC2CC(OC2C)=O)C=CC1OC